CN(C)CC=1C=CC2=C(O[C@H](CO2)COC2=CC=C(C=C2)[C@H](CC(=O)O)C#CC)C1 (S)-3-(4-(((S)-7-(dimethylaminomethyl)-2,3-dihydrobenzo[b][1,4]dioxin-2-yl)methoxy)phenyl)-4-hexynoic acid